C(C(=O)O)(=O)NC1=CC=CC=C1 oxalic anilide